OC1(CCN(CC1)C(=O)[C@H]1[C@@H](CN(CC1)C(=O)C=1C=C2C=CNC2=CC1)C1=CC=CC=C1)CN1C=NC2=C(C1=O)C=CN2C 3-[(4-hydroxy-1-{[(3R,4R)-1-(1H-indol-5-ylcarbonyl)-3-phenylpiperidin-4-yl]carbonyl}piperidin-4-yl)methyl]-7-methyl-3,7-dihydro-4H-pyrrolo[2,3-d]pyrimidin-4-one